ClC=1C=C(C=NC1N1N=CC=N1)N 5-chloro-6-(triazol-2-yl)pyridin-3-amine